Pentamethyl-phosphetane-1-oxide CC1(C(P(C1)(C)=O)(C)C)C